FC(OC1=CC=C(CN2C=CC3=CC(=CC=C23)C(=O)O)C=C1)(F)F 1-(4-(trifluoromethoxy)benzyl)-1H-indole-5-carboxylic acid